NC1=NC=NN2C1=C(C=C2C=2C=C(C(=C(C(=O)N[C@@H]1CN(C[C@@H]1F)C(=O)C1CC(CC1)(F)F)C2)Cl)C)C(F)(F)F 5-[4-amino-5-(trifluoromethyl)pyrrolo[2,1-f][1,2,4]triazin-7-yl]-2-chloro-N-[(3R,4S)-1-(3,3-difluorocyclopentanecarbonyl)-4-fluoropyrrolidin-3-yl]-3-methylbenzamide